3-(8-(4-(2-methylpyridin-4-yl)benzylamino)-2,7-naphthyridin-3-yl)benzonitrile CC1=NC=CC(=C1)C1=CC=C(CNC=2N=CC=C3C=C(N=CC23)C=2C=C(C#N)C=CC2)C=C1